(3R,4S)-3-cyclopropyl-4-methyl-1-[6-[4-[(2RS)-4-methylmorpholin-2-yl]pyrazol-1-yl]pyrrolo[1,2-b]pyridazin-4-yl]-2-oxopyrrolidine-3-carbonitrile C1(CC1)[C@]1(C(N(C[C@H]1C)C=1C=2N(N=CC1)C=C(C2)N2N=CC(=C2)[C@@H]2CN(CCO2)C)=O)C#N |&1:23|